(1aR,5aR)-2-(2,4-Difluoro-phenyl)-1a,2,5,5a-tetrahydro-1H-2,3-diaza-cyclopropa[a]pentalene-4-carboxylic Acid (1-Dimethylaminomethyl-cyclopentyl)-amide CN(C)CC1(CCCC1)NC(=O)C=1C=2C[C@@H]3[C@H](C2N(N1)C1=C(C=C(C=C1)F)F)C3